BrC1=CC=C(C(=N1)C[C@H](N)C1=C(C=CC=C1)C1=NOC2=C1C=CC(=C2)Br)F (S)-2-(6-Bromo-3-fluoropyridine-2-yl)-1-[2-(6-bromobenzo[d]isoxazol-3-yl)phenyl]-ethan-1-amine